tert-butyl (2R,4S)-4-(3-bromo-4-cyano-5-formamido-1H-pyrazol-1-yl)-2-(methoxymethyl)pyrrolidine-1-carboxylate BrC1=NN(C(=C1C#N)NC=O)[C@H]1C[C@@H](N(C1)C(=O)OC(C)(C)C)COC